The molecule is a uronic acid phosphate consisting of D-glucuronic acid having a phosphate group attached at the 1-position. It derives from a D-glucuronic acid. It is a conjugate acid of a D-glucuronate 1-phosphate. [C@@H]1([C@@H]([C@H](OC([C@@H]1O)OP(=O)(O)O)C(=O)O)O)O